BrC1=C(C=C(C=C1)Br)C(C(=O)N)(CCCC)CC (2,5-dibromophenyl)-2-ethylhexanamide